tert-butyl N-hydroxy-N-[(1S)-3-hydroxy-1-(5-methylpyrazin-2-yl)propyl]carbamate ON(C(OC(C)(C)C)=O)[C@@H](CCO)C1=NC=C(N=C1)C